COC(C(COC1=NC=C(C=C1C)Br)(C)C)=O 3-((5-bromo-3-methylpyridin-2-yl)oxy)-2,2-dimethylpropionic acid methyl ester